C[C@H]1O[C@H](CN(C1)C=1C2=C(N=C(N1)N(CCOC)CCOC)C(=NC(=N2)N(CCOC)CCOC)N2CCC(CC2)OC)C 4-((2R,6S)-2,6-dimethylmorpholino)-N2,N2,N6,N6-tetrakis(2-methoxyethyl)-8-(4-methoxypiperidin-1-yl)pyrimido[5,4-d]pyrimidine-2,6-diamine